6-(3-Chlorophenyl)indazolo[3,2-a]isoquinoline ClC=1C=C(C=CC1)C=1N2C(C=3C=CC=CC3C1)=C1C=CC=CC1=N2